(2S,3S,4S)-2-(aminomethyl)-5-chloro-6-fluoro-3-methyl-2-phenyl-2,3-dihydrobenzofuran NC[C@@]1(OC2=C([C@@H]1C)C=C(C(=C2)F)Cl)C2=CC=CC=C2